tert-butyl {2-[bis(2-thienylmethyl)amino]-2-oxoethyl}carbamate S1C(=CC=C1)CN(C(CNC(OC(C)(C)C)=O)=O)CC=1SC=CC1